OCN1C(C(CCC1=O)N1C(C2=CC=C(C=C2C1)N1C(N(CC1)C1CN(C1)C1=NC=CC=C1)=O)=O)=O 1-(hydroxymethyl)-3-(1-oxo-5-(2-oxo-3-(1-(pyridin-2-yl)azetidin-3-yl)imidazolidin-1-yl)isoindolin-2-yl)piperidine-2,6-dione